FC(CS(=O)(=O)NC1=CC(=C(C2=CC=CC=C12)OC=1N=CSC1C1=NC(=NC=C1)N[C@@H]1CNCCC1)C)(F)F 2,2,2-trifluoro-N-[3-methyl-4-[5-[2-[[(3S)-3-piperidyl]amino]pyrimidin-4-yl]thiazol-4-yl]oxy-1-naphthyl]ethanesulfonamide